C([2H])([2H])([2H])NC([O-])=O (methyl-d3)carbamate